C1(=CC=CC=C1)C=1N=C(SC1)NC(C1=CC=CC=C1)=O N-(4-phenylthiazol-2-yl)benzamide